(R)-tert-butyl 8-(3-(methoxymethyl)-4-methylpiperazin-1-yl)-7-methyl-5-oxo-4,5-dihydro-1H-chromeno[3,4-c]pyridine-3(2H)-carboxylate COC[C@H]1CN(CCN1C)C=1C=CC2=C(C1C)OC(C=1CN(CCC12)C(=O)OC(C)(C)C)=O